BrC1=CC=C(C=C1)C(CNC(CNC)=O)(O)C1=CC=C(C=C1)Cl N-(2-(4-bromophenyl)-2-(4-chlorophenyl)-2-hydroxyethyl)-2-(methylamino)acetamide